(4-trifluoromethyl-benzyl)-4-fluoro-5-chloro-indoline-2,3-dione FC(C1=CC=C(CN2C(C(C3=C(C(=CC=C23)Cl)F)=O)=O)C=C1)(F)F